2,8-bis(3H-carbazol-9-yl)Dibenzothiophene tert-butyl-(4-((4-(3-((2,6-dioxopiperidin-3-yl)carbamoyl)phenyl)piperazin-1-yl)methyl)piperidin-1-yl)carbamate C(C)(C)(C)N(C(O)=O)N1CCC(CC1)CN1CCN(CC1)C1=CC(=CC=C1)C(NC1C(NC(CC1)=O)=O)=O.C=1CCC=C2C3=CC=CC=C3N(C12)C1=CC2=C(SC3=C2C=C(C=C3)N3C2=CC=CC=C2C2=CCCC=C32)C=C1